C(C)(C)(C)OC(=O)NC/C(/COC1=CC=C2CCN(C(C2=C1)=O)CC(=O)OCC)=C\F Ethyl 2-[7-[(E)-2-[(t-butoxycarbonylamino)methyl]-3-fluoro-allyloxy]-1-oxo-3,4-dihydro isoquinolin-2-yl]acetate